C[Si](C(C)C=1C(=C(C=CC1CC[SiH2]C(NCCC[Si](OCC)(OCC)OCC)NCCC[Si](OCC)(OCC)OCC)[SiH](C)C)[SiH](C)C)(OC)OC 1-methyldimethoxysilylethyldimethylsilyl-4-bis(triethoxysilylpropylamino)methylsilylethyldimethylsilylbenzene